triacetic acid, trisodium salt [Na+].[Na+].[Na+].C(C)(=O)[O-].C(C)(=O)[O-].C(C)(=O)[O-]